P(O)(=O)(OP(=O)(O)OP(=O)(O)O)OC[C@@H]1[C@H](C[C@@H](O1)N1C(=O)NC(=O)C=C1)O Deoxyuridine-5'-triphosphat